C1(CC1)N1N=CC(=C1)[C@H]1CNC[C@H](O1)C (2S,6R)-2-(1-cyclopropyl-1H-pyrazol-4-yl)-6-methylmorpholine